C(C)(C)(C)N1N=NC(=C1)C(=O)NCC1=CC=C(C=C1)C1=CC(=CC=2N1C=NN2)C=2C=NN(C2)C 1-(tert-butyl)-N-(4-(7-(1-methyl-1H-pyrazol-4-yl)-[1,2,4]triazolo[4,3-a]pyridin-5-yl)benzyl)-1H-1,2,3-triazole-4-carboxamide